C1=C(C=CC=2C3=CC=CC=C3C=CC12)C1=NC=NC(=N1)C1=CC=CC=C1 4-(phenanthren-2-yl)-6-phenyl-1,3,5-triazine